(S)-N-4-Fmoc-N-8-Boc-diaminooctanoic acid CC(C)(C)OC(=O)NCCCC[C@@H](CCC(=O)O)NC(=O)OCC1C2=CC=CC=C2C3=CC=CC=C13